(R)-4-benzyl-3-[2-(4-chlorophenyl)acetyl]oxazolidinone C(C1=CC=CC=C1)[C@H]1N(C(OC1)=O)C(CC1=CC=C(C=C1)Cl)=O